BrCC(=O)C1=CC=C(C=N1)NC(C)=O N-[6-(2-bromoacetyl)pyridin-3-yl]acetamide